(1S,3aS,6aR)-2-benzyl 1-methyl hexahydrocyclopenta[c]pyrrole-1,2(1H)-dicarboxylate [C@@H]1(N(C[C@@H]2[C@H]1CCC2)C(=O)OCC2=CC=CC=C2)C(=O)OC